NC1=C(C=C(C=C1)C1=NN(C2=NC=NC(=C21)N)C2COCC2)F 3-(4-amino-3-fluorophenyl)-1-(tetrahydrofuran-3-yl)-1H-pyrazolo[3,4-d]Pyrimidine-4-amine